ClC1=CC(=C(C(=N1)N1CC2CC2C1)F)C=1CCN(CC1)CC1CC1 3-(6-Chloro-1'-(cyclopropylmethyl)-3-fluoro-1',2',3',6'-tetrahydro-[4,4'-bipyridin]-2-yl)-3-azabicyclo[3.1.0]hexane